ClC1=CC2=C(N(C(N=C2N2[C@H](CN(CC2)C(C=C)=O)C)=O)C=2C(=NC=NC2)C2(CC2)C)N=C1C1=C(C=CC=C1O)F 6-chloro-7-(2-fluoro-6-hydroxyphenyl)-1-(4-(1-methyl-cyclopropyl)-5-pyrimidinyl)-4-((2S)-2-methyl-4-(2-propenoyl)-1-piperazinyl)pyrido[2,3-d]pyrimidin-2(1H)-one